[N+](=O)([O-])C=1C(=NC=CC1)CC(=O)O.C(C)(=O)OCC ethyl acetate 2-(3-nitropyridin-2-yl)acetate